CN1N=CC(=C1)C=1C=C2C=C(N=CC2=CC1)NC(=O)[C@@H]1CC[C@H](CC1)C(=O)O Trans-4-((6-(1-methyl-1H-pyrazol-4-yl)isoquinolin-3-yl)carbamoyl)cyclohexane-1-carboxylic acid